C1(CC1)CN1CCC2(CN(CCO2)C2=C(C(=CC=C2\C=C(\C2=NC(=CC=C2)C2=CN=NC=C2)/F)OC2=CC=CC=C2)C(F)(F)F)CC1 (Z)-9-(cyclopropylmethyl)-4-(6-(2-fluoro-2-(6-(pyridazin-4-yl)pyridin-2-yl)vinyl)-3-phenoxy-2-(trifluoromethyl)phenyl)-1-oxa-4,9-diazaspiro[5.5]undecane